(6-(4-ethylphenyl)-5-phenylpyrimidin-4-yl)(piperidin-1-yl)methanone C(C)C1=CC=C(C=C1)C1=C(C(=NC=N1)C(=O)N1CCCCC1)C1=CC=CC=C1